C(C)(C)(C)OC(=O)N(C=1SC(=C(N1)C(=O)OC)CCCOC1=C(C=C(C=C1)I)F)CCC1OC(OC1)(C)C methyl 2-[tert-butoxycarbonyl-[2-(2,2-dimethyl-1,3-dioxolan-4-yl)ethyl]amino]-5-[3-(2-fluoro-4-iodo-phenoxy)propyl]thiazole-4-carboxylate